CC=1C(=NC=C(C1)CC)F methyl-5-ethyl-2-fluoro-pyridine